4,5,6,7-Tetrachloro-3-(4-diethylamino-2-ethoxyphenyl)-3-(1-ethyl-2-methyl-1H-indol-3-yl)-1(3H)-isobenzofuranone ClC1=C2C(OC(C2=C(C(=C1Cl)Cl)Cl)=O)(C1=C(N(C2=CC=CC=C12)CC)C)C1=C(C=C(C=C1)N(CC)CC)OCC